CN(C1=CC=C(C=C1)N1C(N=NC1=O)=O)C 4-[4-(dimethylamino)phenyl]-1,2,4-triazolin-3,5-dione